2-(2-bromo-5-(bromomethyl)phenyl)ethane-1-ol BrC1=C(C=C(C=C1)CBr)CCO